C1(CC1)N1C=C(C=2C(=NC=CC21)NCC2=C(C=C(C=C2)OC)OC)C2=CC=C(C=1N2C=CN1)NC(=O)NC1=NOC(=C1)C1(CC1)C(F)(F)F 1-(5-(1-cyclopropyl-4-((2,4-dimethoxybenzyl)amino)-1H-pyrrolo[3,2-c]pyridin-3-yl)imidazo[1,2-a]pyridin-8-yl)-3-(5-(1-(trifluoromethyl)cyclopropyl)isoxazol-3-yl)urea